C(=C\C1=CC=CC=C1)/C=1C=C(C=CC1)C(C)=O trans-1-(3-styrylphenyl)ethan-1-one